C1=C(C=CC2=CC=CC=C12)NC(=O)N β-naphthylurea